1,4-phenylenedicarboxylate C1(=CC=C(C=C1)C(=O)[O-])C(=O)[O-]